3,4,5-tris(methoxymethyl)benzoate COCC=1C=C(C(=O)[O-])C=C(C1COC)COC